CCN(CC)C1=CC=C(C=C1)C diethyl-p-Toluidine